4-chloro-7-(pyridin-4-yl)quinoline ClC1=CC=NC2=CC(=CC=C12)C1=CC=NC=C1